ethylene disuccinate C(CCC(=O)[O-])(=O)OCCOC(CCC(=O)[O-])=O